N-(6-amino-5-ethylpyridin-3-yl)-2-((2R,5S)-2-(3-(2-(dimethylamino)ethyl)phenyl)-5-methylpiperidin-1-yl)-2-oxoacetamide NC1=C(C=C(C=N1)NC(C(=O)N1[C@H](CC[C@@H](C1)C)C1=CC(=CC=C1)CCN(C)C)=O)CC